7-(4-((1R,3S)-1-amino-5-azaspiro[2.4]heptan-5-yl)-5,6-difluoro-8-(methylamino)-9H-pyrido[2,3-b]indol-3-yl)-4-oxo-4H-quinolizine-3-carboxylic acid N[C@@H]1C[C@@]12CN(CC2)C2=C(C=NC=1NC3=C(C=C(C(=C3C12)F)F)NC)C1=CN2C(C(=CC=C2C=C1)C(=O)O)=O